3-(3,5-dimethyl-1H-1,2,4-triazol-1-yl)propanal CC1=NN(C(=N1)C)CCC=O